OC1=C(C(=C(C2=C1C(C=C(O2)C2=CC=C(C=C2)O)=O)[C@@H]2O[C@@H]([C@H]([C@@H]([C@H]2O)O)O)CO)O)[C@@H]2O[C@@H]([C@H]([C@@H]([C@H]2O)O)O)CO 5,7-dihydroxy-2-(4-hydroxyphenyl)-6,8-bis[(2s,3r,4r,5s,6r)-3,4,5-trihydroxy-6-(hydroxymethyl)oxan-2-yl]benzopyran-4-one